N1CC(C1)OC=1C=NC=NC1 5-(azetidin-3-yloxy)pyrimidine